CS(=O)(=O)C(C)(C)C1=CC=C(C=C1)NC1=NC=C(C(=N1)NC1=C2CCNC(C2=CC=C1)=O)C(=O)N 2-({4-[2-(methylsulfonyl)propan-2-yl]phenyl}amino)-4-[(1-oxo-1,2,3,4-tetrahydroisoquinolin-5-yl)amino]pyrimidine-5-carboxamide